(4-Ethyl-3-(hydroxymethyl)-5-oxo-4,5-dihydro-1H-1,2,4-triazol-1-yl)-7-Fluoro-4-isopropyl-2-(4-methylthiazol-5-yl)isoquinolin-1(2H)-one C(C)N1C(=NN(C1=O)C=1N(C(C2=CC(=CC=C2C1C(C)C)F)=O)C1=C(N=CS1)C)CO